N-(2-hydroxy-2-methylpropyl)-3-(2-(3-(methylsulfonyl)phenyl)furo[3,2-b]pyridin-7-yl)benzenesulfonamide OC(CNS(=O)(=O)C1=CC(=CC=C1)C1=C2C(=NC=C1)C=C(O2)C2=CC(=CC=C2)S(=O)(=O)C)(C)C